[N+](=O)([O-])C1=CC=C(OP(=O)(OC2=CC=CC=C2)N[C@@H](C)C(=O)O[C@H]2[C@@H](CCCC2)C)C=C1 trans-2-methylcyclohexyl ((4-nitrophenoxy)(phenoxy)phosphoryl)-L-alaninate